di-tert-butyl-dichloro-(4-dimethylaminophenyl)phosphine palladium (II) [Pd+2].C(C)(C)(C)P(C1=CC=C(C=C1)N(C)C)(Cl)(Cl)C(C)(C)C